1-(2-fluoro-5-methoxybenzyl)-3,4-dimethyl-2-oxo-N-(2,4,6-trifluorobenzyl)-1,2,3,4-tetrahydro-quinazoline-7-carboxamide FC1=C(CN2C(N(C(C3=CC=C(C=C23)C(=O)NCC2=C(C=C(C=C2F)F)F)C)C)=O)C=C(C=C1)OC